{1-[4-Amino-3-(difluoromethyl)-1H-pyrazolo[3,4-d]pyrimidin-1-yl]ethyl}-3-{1-[(2S)-2-hydroxypropyl]azetidin-3-yl}-4-methoxy-2-methylbenzonitrile NC1=C2C(=NC=N1)N(N=C2C(F)F)C(C)C=2C(=C(C(=C(C#N)C2)C)C2CN(C2)C[C@H](C)O)OC